Cl.N1C[C@H](CC1)NC=1C=2C=CC=NC2C(=CN1)C1=CC=C(C=C1)C(F)(F)F (S)-N-(pyrrolidin-3-yl)-8-(4-(trifluoromethyl)phenyl)-1,6-naphthyridin-5-amine hydrochloride